3-(benzo[d][1,3]dioxol-5-yl)-N-(2-morpholinopyrimidin-4-yl)isoxazol-5-amine O1COC2=C1C=CC(=C2)C2=NOC(=C2)NC2=NC(=NC=C2)N2CCOCC2